C[C@H]1CNC(O1)=O (4R,5S)-5-methyl-2-oxo-1,3-oxazolidin